N-(3-(benzo[d]thiazol-2-yl)-5-fluoro-2-methylphenyl)-4-cyano-2,3-difluorobenzamide S1C(=NC2=C1C=CC=C2)C=2C(=C(C=C(C2)F)NC(C2=C(C(=C(C=C2)C#N)F)F)=O)C